3,4,5-trimethoxyphenyl-indene COC=1C=C(C=C(C1OC)OC)C1C=CC2=CC=CC=C12